(R)-3-(3-bromophenyl)-2-methylpropionic acid BrC=1C=C(C=CC1)C[C@H](C(=O)O)C